ClC=1C=C(CNC(=O)[C@@]2(C(N(CC2)C2=CC=C(C=C2)P(=O)(C(C)C)C(C)C)=O)O)C=C(C1)F (S)-N-(3-chloro-5-fluorobenzyl)-1-(4-(diisopropylphosphoryl)phenyl)-3-hydroxy-2-oxopyrrolidine-3-carboxamide